CO[C@@H](CN(CCC(C(=O)O)NC1=C2C(=NC=N1)N(N=C2)C)CCCCC2=NC=1NCCCC1C=C2)C 4-(((R)-2-methoxypropyl)(4-(5,6,7,8-tetrahydro-1,8-naphthyridin-2-yl)butyl)amino)-2-((1-methyl-1H-pyrazolo[3,4-d]pyrimidin-4-yl)amino)butanoic acid